O=C([C@H](O)[C@@H](O)[C@H](O)[C@H](O)CO)[O-].[Ca+2].O=C([C@H](O)[C@@H](O)[C@H](O)[C@H](O)CO)[O-] Calcium ketogluconate